[N+](=O)([O-])C1=C(C=CC=C1)NC1=CC=C2C=CNC2=C1 N-(2-nitrophenyl)-1H-indol-6-amine